C(=O)(O)C1=CN(C2=CC=CC=C12)C(=O)OC(C)(C)C tert-butyl 3-(carboxy)indole-1-carboxylate